2-fluoro-N-methyl-N-(1-(2-(4-(trifluoromethyl)phenyl)quinazolin-4-yl)azetidin-3-yl)acrylamide FC(C(=O)N(C1CN(C1)C1=NC(=NC2=CC=CC=C12)C1=CC=C(C=C1)C(F)(F)F)C)=C